1-butylamino-2,3-propanediol C(CCC)NCC(CO)O